(1-adamantyl)n-butylphosphin C12(CC3CC(CC(C1)C3)C2)CCCCP